C(C(CO)(CO)CO)O monopentaerythritol